((R)-1-(3-amino-5-(trifluoromethyl)phenyl)ethyl)-7-methoxy-2-methyl-6-((S)-2-(oxetan-3-yloxy)propoxy)quinazolin-4-amine NC=1C=C(C=C(C1)C(F)(F)F)[C@@H](C)C1=C2C(=NC(=NC2=CC(=C1OC[C@H](C)OC1COC1)OC)C)N